1,1'-Hexamethylenebis[5-(4-chlorophenyl)biguanide] ClC1=CC=C(C=C1)NC(NC(NCCCCCCNC(=N)NC(=N)NC1=CC=C(C=C1)Cl)=N)=N